O1CCN(CC1)C1=NC(=C2C=CC=NC2=C1)OC1CCC(CC1)NC=1N=CC2=C(N1)C=CS2 N-((1s,4s)-4-((7-Morpholino-1,6-naphthyridin-5-yl)oxy)cyclohexyl)thieno[3,2-d]pyrimidin-2-amine